((trans)-2,2-difluorodihydro-1'H,3'H-spiro[cyclopropan-1,2'-pyrrolizin]-7a'(5'H)-yl)methanol FC1(CC12CC1(CCCN1C2)CO)F